hafnium (IV) dihydroxide diethoxide [O-]CC.[O-]CC.[OH-].[OH-].[Hf+4]